ClC=1N(N=C2C=CC(=C(C12)Cl)C1=NC=C2N1C=CN=C2N2CCC1(CC2)[C@@H](C2=CC=CC=C2C1)N)C (S)-1'-(3-(3,4-dichloro-2-methyl-2H-indazol-5-yl)imidazo[1,5-a]pyrazin-8-yl)-1,3-dihydrospiro[indene-2,4'-piperidin]-1-amine